2-azido-N,N-dimethylethylamine N(=[N+]=[N-])CCN(C)C